FC1=C(C=C2C(=C(N(C2=C1)C1=CC(=C(C=C1)F)C)C(C)C)/C=C/C(=O)O)OC (E)-3-[6-fluoro-1-(4-fluoro-3-methyl-phenyl)-2-isopropyl-5-methoxy-indol-3-yl]prop-2-enoic acid